[Si](C)(C)(C(C)(C)C)OCC(=O)C1=NC(=CC=C1)C1=CC(=C(C=C1)OC)OCCC 2-((tert-butyl-dimethylsilyl)oxy)-1-(6-(4-methoxy-3-propoxyphenyl)pyridin-2-yl)ethan-1-one